1-({4-[(4-methylpyrazol-1-yl)methyl]phenyl}methyl)-N-{[3-(trifluoromethoxy)phenyl]methyl}-3-(trifluoromethyl)pyrazole-4-carboxamide CC=1C=NN(C1)CC1=CC=C(C=C1)CN1N=C(C(=C1)C(=O)NCC1=CC(=CC=C1)OC(F)(F)F)C(F)(F)F